ClC(C(OC(F)(F)F)(F)Cl)([N+](=O)[O-])F 1,2-dichloro-1,2-difluoro-1-nitro-2-(trifluoromethoxy)ethane